N-(5-(4-amino-2,7-dimethyl-7H-pyrrolo[2,3-d]pyrimidin-5-yl)-4-methylpyridin-2-yl)-2-hydroxy-2-(3-(trifluoromethyl)phenyl)acetamide NC=1C2=C(N=C(N1)C)N(C=C2C=2C(=CC(=NC2)NC(C(C2=CC(=CC=C2)C(F)(F)F)O)=O)C)C